NC=1C(=NN(C1)C)C=1C=C(C(=O)OC)C=CC1Cl methyl 3-(4-amino-1-methylpyrazol-3-yl)-4-chlorobenzoate